(1-((4-(dimethylamino)phenyl)sulfonyl)piperidin-3-yl)(4-(quinazolin-4-yl)piperazin-1-yl)methanone CN(C1=CC=C(C=C1)S(=O)(=O)N1CC(CCC1)C(=O)N1CCN(CC1)C1=NC=NC2=CC=CC=C12)C